4-propyloxy-2-hydroxybenzophenone C(CC)OC1=CC(=C(C(=O)C2=CC=CC=C2)C=C1)O